N1N=CC(=C1)CNC(=O)NC1=CC=C(C=C1)S(=O)(=O)C1=C(C=CC=C1)OC(F)(F)F 1-(1H-Pyrazol-4-ylmethyl)-3-[4-(2-trifluoromethoxy-benzenesulfonyl)-phenyl]-urea